(2-cyanoethyl)-2-(2,6-dichloro-9H-purin-9-yl)-N-(3,4-dimethylphenyl)acetamide C(#N)CCC(C(=O)NC1=CC(=C(C=C1)C)C)N1C2=NC(=NC(=C2N=C1)Cl)Cl